BrC1=C(C(=C(C(=N1)C)O)C)C 6-bromo-2,4,5-trimethylpyridin-3-ol